C(CCCCCCCCCCCC)C(CCCCCCC)[Si](Cl)(Cl)Cl tridecyl-octyl-trichlorosilane